ClC1=C(C(=CC=C1)OC(F)F)[C@H]1C[C@H](C2=NC3=C(N21)C=C(C(=C3)F)Br)NC(OC(C)(C)C)=O tert-butyl {(1R,3R)-1-[2-chloro-6-(difluoromethoxy)phenyl]-7-bromo-6-fluoro-2,3-dihydro-1H-pyrrolo[1,2-a]benzimidazol-3-yl}carbamate